((1s,4S)-7-acryloyl-7-azabicyclo[2.2.1]heptan-1-yl)methyl ((R)-3-phenyl-1-(4,4,5,5-tetramethyl-1,3,2-dioxaborolan-2-yl)propyl)carbamate C1(=CC=CC=C1)CC[C@@H](B1OC(C(O1)(C)C)(C)C)NC(OCC12CCC(CC1)N2C(C=C)=O)=O